[Br-].CC1N(CCCC1)C 2-methyl-N-methylpiperidine bromide